C1(=CC=CC=C1)C1=C(C(=O)C2=CC=CC=C2)C=CC(=C1)OC 2-phenyl-4-methoxybenzophenone